N1=CC(=CC=C1)C1=NNC2=CN=C(C=C21)C=2C=C(C=CC2)NC(C=C)=O N-{3-[3-(pyridin-3-yl)-1H-pyrazolo[3,4-c]pyridin-5-yl]phenyl}prop-2-enamide